(3R)-3-amino-5-[[4-(3-bromophenoxy)phenyl]methyl]-7-[5-(1-methyl-1-methylsulfonyl-ethyl)-1,3,4-oxadiazol-2-yl]-1,1-dioxo-2,3-dihydro-1λ6,5-benzothiazepine-4-One N[C@H]1CS(C2=C(N(C1=O)CC1=CC=C(C=C1)OC1=CC(=CC=C1)Br)C=C(C=C2)C=2OC(=NN2)C(C)(S(=O)(=O)C)C)(=O)=O